C(#N)C1=CC=C(C=C1)N1N=NC(=C1COC1=CC=C(N=N1)N1CC(NCC1)=O)C 4-(6-((1-(4-cyanophenyl)-4-methyl-1H-1,2,3-triazol-5-yl)methoxy)pyridazin-3-yl)piperAzin-2-one